1-(16-(((4,4-bis(octyloxy)butanoyl)oxy)methyl)-9-dodecyl-2-methyl-7,13-dioxo-6,8,12,14-tetraoxa-2-azaheptadecan-17-yl) 8-methyl octanedioate C(CCCCCCC(=O)OC)(=O)OCC(COC(OCCC(OC(OCCCN(C)C)=O)CCCCCCCCCCCC)=O)COC(CCC(OCCCCCCCC)OCCCCCCCC)=O